NC/C(/CN1N=CN(C1=O)CC=1SC(=CC1)C1=CC(=CC=C1)C1=NN=CN1)=C\F 2-[(2E)-2-(aminomethyl)-3-fluoroprop-2-en-1-yl]-4-(5-[3-(4H-1,2,4-triazol-3-yl)phenyl]thiophen-2-ylmethyl)-2,4-dihydro-3H-1,2,4-triazol-3-one